di-aminoglucose NC([C@H]([C@H]([C@@H]([C@H](C=O)O)O)O)O)(O)N